C(CCCCCCCCCCCCCCC)[N+](CC1=CC=CC=C1)(C)C N-hexadecyl-N,N-dimethyl-N-benzylammonium